C(C)(C)(C)C1=CN=C(O1)CSC1=CN=C(S1)NC(=O)C1CCN(CC1)CCOCCOCCOCCC(=O)OC(C)(C)C tert-butyl 3-(2-(2-(2-(4-((5-(((5-(tert-butyl)oxazol-2-yl)methyl)thio)thiazol-2-yl)carbamoyl)piperidin-1-yl)ethoxy)ethoxy)ethoxy)propanoate